2,2-dimethyl-7-((1-((R)-1-(naphthalen-1-yl)ethyl)piperidin-4-yl)-amino)-4,8,11-trioxo-3-oxa-5,9,12-triazahexadec-14-en-16-oic acid methyl ester COC(C=CCNC(CNC(C(CNC(OC(C)(C)C)=O)NC1CCN(CC1)[C@H](C)C1=CC=CC2=CC=CC=C12)=O)=O)=O